(R)-2-(3-(2-(hydroxymethyl)morpholine-4-carbonyl)-5,6-dihydrocyclopenta[c]pyrazol-1(4H)-yl)-1-(4-(o-tolyloxy)piperidin-1-yl)ethanone OC[C@H]1CN(CCO1)C(=O)C=1C2=C(N(N1)CC(=O)N1CCC(CC1)OC1=C(C=CC=C1)C)CCC2